FC=1C=C(C=CC1)C=1C(=C2N(N1)CCC2)C=2C=C1N=CC=NC1=CC2 6-(2-(3-Fluorophenyl)-5,6-dihydro-4H-pyrrolo[1,2-b]pyrazol-3-yl)quinoxaline